BrC=1C=C(C=C2C=CC=NC12)C(F)(F)F 8-bromo-6-(trifluoromethyl)quinoline